3-(5,6-dihydro-8H-imidazo[5,1-c][1,4]oxazin-3-yl)-6-fluoro-1-(4-(morpholinomethyl)phenyl)-1,4-dihydrothiochromeno[4,3-c]pyrazole 5,5-dioxide C=1N=C(N2C1COCC2)C=2C1=C(N(N2)C2=CC=C(C=C2)CN2CCOCC2)C=2C=CC=C(C2S(C1)(=O)=O)F